N1(CCOCC1)C(CCC=1N=C(N(C1)C1=CC=CC=C1)C1=C(C(=O)N)C=CC=C1C=1C=NNC1)=O (4-(3-morpholinyl-3-oxopropyl)-1-phenyl-1H-imidazol-2-yl)-3-(1H-pyrazol-4-yl)benzamide